C(CCC)N1C=NC(=C2C1=NN(N2)C2=C(C=CC=C2)F)C2=C(C=CC=C2)F 4-butyl-2,7-bis(2-fluorophenyl)-triazolopyrimidine